tert-butyl 9-methyl-1,3,4,9-tetrahydro-2H-β-carboline-2-carboxylate CN1C2=CC=CC=C2C=2CCN(CC12)C(=O)OC(C)(C)C